C[C@@]12[C@H](C[C@@H](CC1)C2(C)C)NCC2=CC=C(CNC1=CC=C(C=C1)C1C(NC(CC1)=O)=O)C=C2 3-(4-((4-((((1R,2S,4R)-1,7,7-trimethylbicyclo[2.2.1]heptan-2-yl)amino)methyl)benzyl)amino)phenyl)piperidine-2,6-dione